piperazinoate N1(CCNCC1)C(=O)[O-]